(Z)-2-(3,4-dihydroxybenzylidene)-6-hydroxybenzofuran-3(2H)-one OC=1C=C(\C=C\2/OC3=C(C2=O)C=CC(=C3)O)C=CC1O